COC(=O)[C@]1(CNC2=CC(=CC=C12)CC1=CC=C(C=C1)F)C (3R)-6-[(4-fluorophenyl)methyl]-3-methyl-indoline-3-carboxylic acid methyl ester